2-((1R,4R)-4-((R)-2-acetoxy-N-methylpropanamido)cyclohexyl)-6-methoxy-2H-indazole-5-carboxylic acid methyl ester COC(=O)C1=CC2=CN(N=C2C=C1OC)C1CCC(CC1)N(C([C@@H](C)OC(C)=O)=O)C